N1[C@@H](CCC1)C(=O)O |r| racemic-proline